FC(CN1[C@@H](C=2NC3=CC=CC=C3C2C[C@H]1C)C1=CN=C(S1)O[C@H]1CNCC1)(C)C 5-((1S,3R)-2-(2-fluoro-2-methylpropyl)-3-methyl-2,3,4,9-tetrahydro-1H-pyrido[3,4-b]indol-1-yl)-2-(((R)-pyrrolidin-3-yl)oxy)thiazole